3-methanesulfonyl-1-(2-methylpropoxy)-4H,5H,6H-cyclopenta[c]thiophen-4-one CS(=O)(=O)C1=C2C(=C(S1)OCC(C)C)CCC2=O